4'-acetamidobenzalacetophenone C(C)(=O)NC1=CC=C(C=C1)C(C=CC1=CC=CC=C1)=O